C(C)(=O)O[C@H]1[C@H](NC[C@@H]1O)CC1=CC=C(C=C1)C=1N=NNC1 (2R,3S,4S)-4-hydroxy-2-{[4-(1H-1,2,3-triazol-4-yl)phenyl]methyl}pyrrolidin-3-yl acetate